11-Hydroxy-triacontanoic acid OC(CCCCCCCCCC(=O)O)CCCCCCCCCCCCCCCCCCC